N-(2-(pyrrolidin-1-yl)-5-trifluoromethylphenyl)-4-fluorobenzo[d]isothiazol-1,1-dioxide N1(CCCC1)C1=C(C=C(C=C1)C(F)(F)F)N1S(C2=C(C1)C(=CC=C2)F)(=O)=O